C(C1=CC=CC=C1)OC(=O)N[C@@H](C(=O)OCC1=CC=CC=C1)CNC(C1=CC(=CC(=C1)C1=NN(C=C1COC)C)F)=O (R)-benzyl 2-(((benzyloxy)carbonyl)amino)-3-(3-fluoro-5-(4-(methoxymethyl)-1-methyl-1H-pyrazol-3-yl)benzamido)propanoate